2-((5-bromopentanoyl)oxy)propaneN BrCCCCC(=O)OC(=C)C